CC(C(=O)OC)COC1CCOCC1 methyl 2-methyl-3-tetrahydropyran-4-yloxy-propanoate